9-(tetrahydrofuran-3-yl)-7,9-dihydro-8H-purin-8-on O1CC(CC1)N1C2=NC=NC=C2NC1=O